7,8-DIHYDRO-[2H]-IMIDAZO-[1,2-A]PYRAZOLO[4,3-E]PYRIMIDIN-4(5H)-ON N=1NC=C2C(NC=3N(C21)CCN3)=O